FC1=C(C=CC(=C1)F)C1=C(NC2=C1C(N(CC2)C)=O)C2=CC(=NC=C2)NC(C(C)C2=CC=C(C=C2)F)=O N-{4-[3-(2,4-difluorophenyl)-5-methyl-4-oxo-4,5,6,7-tetrahydro-1H-pyrrolo[3,2-c]pyridin-2-yl]pyridin-2-yl}-2-(4-fluorophenyl)propanamide